4-((decyloxy)methyl)-4'-methyl-2,2'-bipyridine C(CCCCCCCCC)OCC1=CC(=NC=C1)C1=NC=CC(=C1)C